BrC=1N=C(N(N1)CC)NC=1C=C2C(CNC(C2=CC1F)=O)(C)C 6-[(5-bromo-2-ethyl-1,2,4-triazol-3-yl)amino]-7-fluoro-4,4-dimethyl-2,3-dihydroisoquinolin-1-one